3,4-dihydro-1H-[1,4]oxazino[4,3-b]indazol-1-one C1(OCCN2N=C3C=CC=CC3=C21)=O